COC=1C=CC=C2CCN(CC12)C 8-methoxy-2-methyl-1,2,3,4-tetrahydroisoquinoline